NC1=NC(=C2N=CN(C2=N1)[C@H]1C[C@H](C1)COP(=O)(OC1=CC=C(C=C1)Cl)N[C@@H](C)C(=O)OC)O Methyl (((cis-3-(2-amino-6-hydroxy-9H-purin-9-yl)cyclobutyl) methoxy)(4-chlorophenoxy) phosphoryl)-L-alaninate